N-(2,2-difluoropropyl)-5-(2-methylimidazo[1,2-b]pyridazin-6-yl)-7H-pyrrolo[2,3-d]pyrimidin-2-amine FC(CNC=1N=CC2=C(N1)NC=C2C=2C=CC=1N(N2)C=C(N1)C)(C)F